C1(=CC=CC=C1)[C@@H](C)N (R)-alpha-phenylethylamine